5-((tert-butyldimethylsilyl)oxy)-4,4-dimethylpiperidin-3-ol [Si](C)(C)(C(C)(C)C)OC1C(C(CNC1)O)(C)C